(tert-butyl 6-bromo-2-methyl-3-oxoisoindolin-5-yl) carbamate C(N)(OC=1C=C2C(N(C(C2=CC1Br)C(C)(C)C)C)=O)=O